FC1=C(C=C(C=C1)F)[C@@H]1N(C[C@@H](C1)F)C1=NC=2N(C=C1)N=CC2NC(=S)N[C@@H]2[C@@H](C2)F 1-(5-((2R,4R)-2-(2,5-difluorophenyl)-4-fluoropyrrolidin-1-yl)pyrazolo[1,5-a]pyrimidin-3-yl)-3-((1S,2R)-2-fluorocyclopropyl)thiourea